benzotriazole-formaldehyde N1N=NC2=C1C=CC=C2C=O